BrC=1CN(C=C(N1)Br)C 3,5-dibromo-1-methylpyrazine